5-(piperidin-4-ylamino)-N-(pyrimidin-2-yl)quinoline-8-carboxamide hydrochloride Cl.N1CCC(CC1)NC1=C2C=CC=NC2=C(C=C1)C(=O)NC1=NC=CC=N1